C12CC(CC2C1)NC1=NN2C(C(=N1)OC)=C(C(=C2)F)C2=CC=1N(C=C2)N=CC1C(=O)NC 5-(2-(bicyclo[3.1.0]hexane-3-ylamino)-6-fluoro-4-methoxypyrrolo[2,1-f][1,2,4]triazin-5-yl)-N-methylpyrazolo[1,5-a]pyridine-3-carboxamide